ethylphenyl N-hexylcarbamate C(CCCCC)NC(OC1=C(C=CC=C1)CC)=O